OCCSCC1=NC=CC(=C1)NC(OC(C)(C)C)=O Tert-butyl (2-(((2-hydroxyethyl)thio)methyl)pyridin-4-yl)carbamate